2-(aminomethyl)-3-(benzyloxy)-6-methyl-1-propylpyridin-4(1H)-one NCC=1N(C(=CC(C1OCC1=CC=CC=C1)=O)C)CCC